FC=1C=CC(=C2C=C(N(C12)CCNC1=NC=NC(=C1)C1=CC=C(C=C1)C1=CC(=NO1)C)C)OC [2-(7-Fluoro-4-methoxy-2-methyl-indol-1-yl)-ethyl]-{6-[4-(3-methyl-isoxazol-5-yl)-phenyl]-pyrimidin-4-yl}-amine